1,2,3,4-tetrahydroisoquinolin-8-amine C1NCCC2=CC=CC(=C12)N